FCC(C(=O)OC)CC methyl fluoromethylbutyrate